OC(CCCC1=CCC(CC1)C=[N+](CC(CCCCCCCCC)C)[O-])(C)C 1-(4-(4-hydroxy-4-methylpentyl)cyclohex-3-en-1-yl)-N-(2-methylundecyl)methanimine oxide